C(C)OC1=C(C(=CC=C1)F)C=1C=C/2C(=CN1)NC(\C2=C(\C)/NC=2C=NN(C2)CC)=O (Z)-5-(2-Ethoxy-6-fluorophenyl)-3-(1-((1-ethyl-1H-pyrazol-4-yl)amino)ethylidene)-1H-pyrrolo[2,3-c]pyridin-2(3H)-one